2-(5-(2,3-dimethylphenyl)-1H-benzo[d]imidazol-2-yl)ethan-1-amine dihydrochloride Cl.Cl.CC1=C(C=CC=C1C)C1=CC2=C(NC(=N2)CCN)C=C1